2-chloro-N-(3,4-dimethoxyphenyl)propanamide ClC(C(=O)NC1=CC(=C(C=C1)OC)OC)C